(4-(9H-carbazol-9-yl)phenyl)(4-bromophenyl)methanone C1=CC=CC=2C3=CC=CC=C3N(C12)C1=CC=C(C=C1)C(=O)C1=CC=C(C=C1)Br